5-(4-tert-butyl-phenyl)-indazole C(C)(C)(C)C1=CC=C(C=C1)C=1C=C2C=NNC2=CC1